COC=1CCC1OC 3,4-dimethoxy-3-cyclobutene